(R)-1-(1-cyanoethyl)-3-(5-((2,3-dihydrobenzo[b][1,4]dioxin-5-yl)amino)-7-(methylamino)pyrazolo[1,5-a]pyrimidin-3-yl)urea C(#N)[C@@H](C)NC(=O)NC=1C=NN2C1N=C(C=C2NC)NC2=CC=CC=1OCCOC12